FC(C(C(C(F)(F)F)(F)F)(F)F)(C(=O)[O-])F.FC(C=1C=C(C=C(C1)C(F)(F)F)S(=O)(=O)OC1=CC=C(C=C1)[S+](C1=CC=CC=C1)C1=CC=C(C=C1)OS(=O)(=O)C1=CC(=CC(=C1)C(F)(F)F)C(F)(F)F)(F)F.FC(C=1C=C(C=C(C1)C(F)(F)F)S(=O)(=O)OC1=CC=C(C=C1)[S+](C1=CC=CC=C1)C1=CC=C(C=C1)OS(=O)(=O)C1=CC(=CC(=C1)C(F)(F)F)C(F)(F)F)(F)F.FC(C(C(C(F)(F)F)(F)F)(F)F)(C(=O)[O-])F bis[bis[4-(3,5-di(trifluoromethyl)benzenesulfonyloxy)-phenyl]phenylsulfonium] perfluorobutane-1-carboxylate